1-((3S)-4-(5-chloro-7-fluoro-6-(3-hydroxy-1-naphthalenyl)-2,1-benzothiazol-3-yl)-3-(2-hydroxyethyl)-1-piperazinyl)-2-propen-1-one ClC=1C(=C(C=2C(=C(SN2)N2[C@H](CN(CC2)C(C=C)=O)CCO)C1)F)C1=CC(=CC2=CC=CC=C12)O